NC1=NC=CC2=C(C=CC=C12)C=1C=C2C(CC3(CCN(CC3)C(=O)OCC)C2=CC1)OC1=C(C=CC=C1)CC(=O)O 2-(2-((5-(1-aminoisoquinolin-5-yl)-1'-(ethoxycarbonyl)-2,3-dihydrospiro[inden-1,4'-piperidin]-3-yl)oxy)phenyl)acetic acid